N[C@@H](C(=O)NC1=CC(=C(C=C1)C1=C2C(=NC=C1)NC=C2)CC)C(C)(C)C (2R)-2-Amino-N-[3-ethyl-4-(1H-pyrrolo[2,3-b]pyridin-4-yl)phenyl]-3,3-dimethyl-butanamide